NC/C(/CN1N=CN(C1=O)CC=1SC(=CC1)C=1C=NN(C1)CC1=CC=CC=C1)=C\F 2-[(2E)-2-(aminomethyl)-3-fluoroprop-2-en-1-yl]-4-{[5-(1-benzyl-1H-pyrazol-4-yl)thiophen-2-yl]methyl}-2,4-dihydro-3H-1,2,4-triazol-3-one